[Cl-].[Zn+2].C(CC)C1=NC=CN1C.[Cl-] propyl-3-methylimidazole zinc chloride salt